Tert-butyl 4-(4-methoxy-2-(3-(2-(methoxymethoxy)phenyl)-5-methyl-7,8-dihydro-5H-pyrido[3',4':4,5]pyrrolo[2,3-c]pyridazin-6(9H)-yl)pyrimidin-5-yl)-5,6-dihydropyridine-1(2H)-carboxylate COC1=NC(=NC=C1C1=CCN(CC1)C(=O)OC(C)(C)C)N1C(C2=C(NC=3N=NC(=CC32)C3=C(C=CC=C3)OCOC)CC1)C